BrC=1C(=CC=2N(C1)N=C(N2)C=2CCN(CC2)C(=O)OC(C)(C)C)Cl tert-Butyl 4-(6-bromo-7-chloro-[1,2,4]triazolo[1,5-a]pyridin-2-yl)-3,6-dihydropyridine-1(2H)-carboxylate